tert-butyl 4-[(1-benzyloxycarbonyl-4-piperidyl)sulfonyl]-1-oxa-4,9-diazaspiro[5.5]undecane-9-carboxylate C(C1=CC=CC=C1)OC(=O)N1CCC(CC1)S(=O)(=O)N1CCOC2(C1)CCN(CC2)C(=O)OC(C)(C)C